Cyclopropanecarboxylic acid (3-{6-amino-8-[6-(1H-pyrazol-3-yl)-benzo[1,3]dioxol-5-ylsulfanyl]-purin-9-yl}-propyl)-amide NC1=C2N=C(N(C2=NC=N1)CCCNC(=O)C1CC1)SC1=CC2=C(OCO2)C=C1C1=NNC=C1